Cl.BrC=1C=CC(=C(C1)C1=NOC(=C1)CN1CCNCC1)OC 3-(5-bromo-2-methoxyphenyl)-5-(piperazine-1-ylmethyl)isoxazole hydrochloride salt